(6aR,7aS,11aS)-N-[(2,4-difluorophenyl)methyl]-1-hydroxy-2,13-dioxo-2,6a,7,7a,8,9,10,11,11a,13-decahydro-6H-pyrido[1',2':4,5]pyrazino[1,2-a]benzimidazole-3-carboxamide FC1=C(C=CC(=C1)F)CNC(=O)C=1C(C(=C2N(C[C@@H]3N[C@@H]4[C@@H](N3C2=O)CCCC4)C1)O)=O